C(N)(=S)N1[C@H](CN(C[C@@H]1C)C(=O)OC(C)(C)C)C (3S,5S)-tert-butyl 4-carbamothioyl-3,5-dimethylpiperazine-1-carboxylate